NC1=CC(=C(C(=N1)C)CNC1=CC(=NC=N1)C(O)C=1N=C2N(C=C(C=C2)C2CC2)C1)C (6-(((6-amino-2,4-dimethylpyridin-3-yl)methyl)amino)pyrimidin-4-yl)(6-cyclopropylimidazo[1,2-a]pyridin-2-yl)methanol